ClC1=CC=C2C(=N1)NC(=N2)C 5-chloro-2-methyl-3H-imidazo[4,5-b]pyridine